(S)-tert-butyl (4-oxo-2,3,4,5-tetrahydropyrido[4,3-b][1,4]oxazepin-3-yl)carbamate O=C1NC2=C(OC[C@@H]1NC(OC(C)(C)C)=O)C=CN=C2